4'-methylbiphenyl-3,5-dicarboxylic acid CC1=CC=C(C=C1)C1=CC(=CC(=C1)C(=O)O)C(=O)O